methyl 2-(bromomethyl)-4-fluoro-3-nitro-benzoate BrCC1=C(C(=O)OC)C=CC(=C1[N+](=O)[O-])F